C(N)(OC1C(OC=CC1)CNC(=O)OCC1=CC=C(C=C1)[N+](=O)[O-])=O ((((((4-nitrobenzyl) oxy) carbonyl) amino) methyl)-3,4-dihydro-2H-pyran-3-yl) carbamate